(R)-1-(4-((4-((1-(4-fluorophenyl)ethyl)amino)-7-methoxyquinazolin-6-yl)oxy)piperidin-1-yl)prop-2-en-1-one FC1=CC=C(C=C1)[C@@H](C)NC1=NC=NC2=CC(=C(C=C12)OC1CCN(CC1)C(C=C)=O)OC